O=C(C(=O)NCC(=O)N[C@@H](CCC(N)=O)C(=O)O)[C@H]1N(CCC1)C(CNC(=O)C1=CC=NC2=CC=CC=C12)=O.N1=CC(=CC=C1)CN1CCN(CC1)C(C1=CC=C(C=C1)NS(=O)(=O)C1=CC(=CC=C1)F)=O pyridine-3-ylmethyl-4-(4-(3-fluorophenyl-sulfonylamino)benzoyl)piperazine 2-oxo-2-((S)-1-((quinoline-4-carbonyl)glycyl)pyrrolidin-2-yl)acetylglycyl-L-glutaminate